1-(5-(3-(hydroxymethyl)-4-(trifluoromethyl)phenyl)pyrazin-2-yl)cyclobutanecarboxylic acid OCC=1C=C(C=CC1C(F)(F)F)C=1N=CC(=NC1)C1(CCC1)C(=O)O